3-(N-(4-chloro-5-(5-methylisoxazol-4-yl)-2-(pyridin-2-yl)phenyl)sulfamoyl)-4-cyclopropylbenzoic Acid ClC1=CC(=C(C=C1C=1C=NOC1C)NS(=O)(=O)C=1C=C(C(=O)O)C=CC1C1CC1)C1=NC=CC=C1